1,10-bis(2,2,6,6-tetramethyl-4-piperidinyl) decanedioate C(CCCCCCCCC(=O)OC1CC(NC(C1)(C)C)(C)C)(=O)OC1CC(NC(C1)(C)C)(C)C